FC1=CC=C(C=C1)/C(/CC=C)=N/O (E)-1-(4-fluorophenyl)but-3-en-1-one oxime